C1(CC1)C=1C=NC2=CC=C(C=C2N1)C(C)=O 1-(3-Cyclopropylquinoxalin-6-yl)ethan-1-one